2-(6-((Z)-((1R,5S)-1,5-dimethyl-8-azabicyclo[3.2.1]octan-3-ylidene)methyl)-1,2,4-triazin-3-yl)-5-(1H-imidazol-1-yl)phenol C[C@]12CC(C[C@](CC1)(N2)C)=CC2=CN=C(N=N2)C2=C(C=C(C=C2)N2C=NC=C2)O